FC(C(=O)O)(F)F.N12CCC(CC1)C2CC2=C(CNC=1C=C(C(=NC1C)S(=O)(=O)NC=1N=CSC1)F)C(=CC=C2)F 5-((2-((azabicyclo[2.2.1]heptan-7-yl)methyl)-6-fluorobenzyl)amino)-3-fluoro-6-methyl-N-(thiazol-4-yl)pyridine-2-sulfonamide trifluoroacetic acid salt